1-isothiocyanato-4-methoxybenzene N(=C=S)C1=CC=C(C=C1)OC